1-Ethyl-5-[2-fluoro-4-(prop-2-ylamino)phenyl]pyrazole-4-carboxylic acid ethyl ester C(C)OC(=O)C=1C=NN(C1C1=C(C=C(C=C1)NC(C)C)F)CC